FC1=C2C(NC(=NC2=CC(=C1)F)C1=CC(=C(C(=C1)C)OCOC)C)=O 5,7-difluoro-2-(4-methoxymethoxy-3,5-dimethylphenyl)-3H-quinazolin-4-one